2-(3,3-Difluorocyclopentyl)-2-(4-(2-methyl-2H-tetrazol-5-yl)phenyl)-N-(3-(trifluoromethyl)-1,2,4-thiadiazol-5-yl)acetamide FC1(CC(CC1)C(C(=O)NC1=NC(=NS1)C(F)(F)F)C1=CC=C(C=C1)C=1N=NN(N1)C)F